C1(CC1)C(C1=C(C=2C(=NC=C3C2N(C(N3C)=O)C3CCOCC3)N1)C=1C=C3C=NN(C3=CC1)C)O 7-(cyclopropyl-(hydroxy)methyl)-3-methyl-8-(1-methyl-1H-indazol-5-yl)-1-(tetrahydro-2H-pyran-4-yl)-3,6-dihydroimidazo[4,5-d]pyrrolo[2,3-b]pyridin-2(1H)-one